C(C)OC1=CC=C(C(=O)OC2=C(C=CC=C2)OC)C=C1 2-methoxyphenyl 4-ethoxybenzoate